CNC=1C=2C=NC=3NC4=CC=CC(OCCCC(NC=5C=CC6=C(N=C(C(=CN1)C2C3)O6)C5)=O)=N4 25-(methylamino)-14,32-dioxa-3,9,20,22,26,30-hexazahexacyclo[19.6.2.12,5.14,8.115,19.024,28]dotriaconta-1(27),2,4,6,8(31),15(30),16,18,21(29),22,24(28),25-dodecaen-10-one